methyl 9-(1-((3,5-difluorophenyl)amino)ethyl)-2-morpholino-4-oxo-4H-pyrido[1,2-a]pyrimidine-7-carboxylate FC=1C=C(C=C(C1)F)NC(C)C1=CC(=CN2C1=NC(=CC2=O)N2CCOCC2)C(=O)OC